C1(=CC=CC=C1)[Se][C@H]1C[C@H](N(C1)C(=O)OC(C)(C)C)C(=O)OC 1-tert-butyl 2-methyl (2S,4S)-4-(phenylselanyl)pyrrolidine-1,2-dicarboxylate